COC=1N=C2C(=CC=NC2=CC1OC)OC1=C(C=C(C=C1)NC(=O)C=1C(=NC(=C(C1O)C1=NC=C(C=C1)F)C)COC)F N-[4-[(6,7-Dimethoxy-1,5-naphthyridin-4-yl)oxy]-3-fluorophenyl]-5-(5-fluoropyridin-2-yl)-4-hydroxy-2-(methoxymethyl)-6-methylpyridine-3-carboxamid